ClC(C1=CC=CC=C1)SSC(C1=CC=CC=C1)Cl bis-(chlorophenylmethyl) disulfide